tert-butyl (2-(2-(4-((3-(2,3-difluoro-4-methoxyphenyl)imidazo[1,2-a]pyrazin-8-yl)amino)-2-fluoro-6-methylbenzamido)ethoxy)ethyl)carbamate FC1=C(C=CC(=C1F)OC)C1=CN=C2N1C=CN=C2NC2=CC(=C(C(=O)NCCOCCNC(OC(C)(C)C)=O)C(=C2)C)F